Sodium L(+)-Lactate C([C@@H](O)C)(=O)[O-].[Na+]